BrC1=C(C(=CC=C1)C)NC1=NC=CC=N1 N-(2-bromo-6-methyl-phenyl)pyrimidin-2-amine